2-(morpholinylthio)benzothiazole hexyl-N6-(2-((S)-4-(4-chlorophenyl)-2,3,9-trimethyl-6H-thieno[3,2-f][1,2,4]triazolo[4,3-a][1,4]diazepin-6-yl)acetyl)lysinate C(CCCCC)OC([C@@H](N)CCCCNC(C[C@H]1C=2N(C3=C(C(=N1)C1=CC=C(C=C1)Cl)C(=C(S3)C)C)C(=NN2)C)=O)=O.N2(CCOCC2)SC=2SC3=C(N2)C=CC=C3